C(C)(C)(C)OC(=O)N1C(=CC2=CC(=CC(=C12)C)OC)CN1[C@@H](CC(CC1)C=1SC(=CC1)C)C1=CC=C(C=C1)C(=O)OC 5-methoxy-(((2S)-2-(4-(methoxycarbonyl)phenyl)-4-(5-methylthiophene-2-yl)piperidin-1-yl)methyl)-7-methyl-1H-indole-1-carboxylic acid tert-butyl ester